(2-hydroxy-prop-2-yl)thiazole-4-sulfonyl chloride OC(C)(C)C=1SC=C(N1)S(=O)(=O)Cl